C1N(CCC2=CC=CC=C12)C[C@H](CN1C(C2=CC=C(C=C2CC1)OC1CCN(CC1)CC)=O)O 2-[(2R)-3-(3,4-dihydro-1H-isoquinolin-2-yl)-2-hydroxy-propyl]-6-[(1-ethyl-4-piperidyl)oxy]-3,4-dihydroisoquinolin-1-one